C1(CC1)C#CC1=CN=CC(=N1)N 6-(cyclopropylethynyl)pyrazin-2-amine